ClC1=C(C=C(C=C1N1C[C@@H](N(CC1)C1CCN(CC1)C1COC1)CO)C#N)NC1=NC=2N(C(=N1)NC1CC1)N=CC2C#N 2-({2-Chloro-5-cyano-3-[(3R)-3-(hydroxymethyl)-4-[1-(oxetan-3-yl)piperidin-4-yl]piperazin-1-yl]phenyl}amino)-4-(cyclopropylamino)pyrazolo[1,5-a][1,3,5]triazine-8-carbonitrile